CN(C1CNCCC1)C 3-(dimethylamino)piperidin